tripentanol ammonium [NH4+].C(CCCC)O.C(CCCC)O.C(CCCC)O